3-(5-((4-(Methyl(neopentyl)amino)piperidin-1-yl)sulfonyl)pyridin-2-yl)oxazolidin-2-one CN(C1CCN(CC1)S(=O)(=O)C=1C=CC(=NC1)N1C(OCC1)=O)CC(C)(C)C